(5S)-9-[8-(2,6-difluorophenyl)-5,11-dimethyl-3,4,7,9,12-pentazatricyclo[8.4.0.02,6]tetradeca-1(10),2(6),4,7,11,13-hexaen-13-yl]-2-oxa-9-azaspiro[4.5]decane FC1=C(C(=CC=C1)F)C1=NC=2C(=NNC2C=2C=C(N=C(C2N1)C)N1CCC[C@]2(CCOC2)C1)C